2-[5-(trifluoromethyl)-2-pyridyl]acetonitrile FC(C=1C=CC(=NC1)CC#N)(F)F